BrC1=C(C=C2C(=C(C(N(C2=C1)C)=O)C#N)N1CCC(CC1)C=1OC2=C(N1)C=C(C=C2)C)C 7-bromo-1,6-dimethyl-4-[4-(5-methyl-1,3-benzoxazol-2-yl)piperidin-1-yl]-2-oxo-1,2-dihydroquinoline-3-carbonitrile